racemic-(4,5-dihydro-7H-thieno[2,3-c]pyran-7-yl)-N-methylmethanamine S1C=CC2=C1[C@H](OCC2)CNC |r|